4-{(5aR,6R,7R,8aS)-7-hydroxy-6-[(1E,3R)-3-hydroxy-4-phenoxy-1-buten-1-yl]-5,5a,6,7,8,8a-hexahydro-2H-cyclopenta[b]oxepin-3-yl}butanoic acid O[C@H]1[C@@H]([C@@H]2[C@@H](OCC(=CC2)CCCC(=O)O)C1)\C=C\[C@H](COC1=CC=CC=C1)O